C(C)(=O)N1CCC(CC1)CN1N=CC(=C1C)C=1C=C(C=2N(C1)N=CC2C#N)SC2=NC=CC=C2F 6-(1-((1-acetylpiperidin-4-yl)methyl)-5-methyl-1H-pyrazol-4-yl)-4-((3-fluoropyridin-2-yl)thio)pyrazolo[1,5-a]pyridine-3-carbonitrile